N[C@@H]1[C@H]([C@@H](N(C2=CC=CC=C12)C(C)=O)C1CC1)C 1-((2S,3R,4R)-4-amino-2-cyclopropyl-3-methyl-3,4-dihydroquinolin-1(2H)-yl)ethanone